O1C(=CC=C1)C1=NN2C(N=C(N=C2N)NCCC2=CC=C(C=C2)OC(F)(F)F)=N1 2-(furan-2-yl)-N5-(4-(trifluoromethoxy)phenethyl)-[1,2,4]triazolo[1,5-a][1,3,5]triazine-5,7-diamine